C(C)(=O)N1CC(C1)=O 1-acetylazetidin-3-one